CN(CC(=O)N1CCC(CC1)NC1=CC=CC2=C1S(C(=C2CC)C#CC)(=O)=O)C 3-(7-((1-(dimethylglycyl)piperidin-4-yl)amino)-3-ethyl-1,1-dioxidobenzo[b]thiophen-2-yl)prop-2-yn